C(C)(C)(C)OC(N(C)C=1C=C(C(=C2C3=C(NC12)N=CC(=C3Cl)Br)F)Cl)=O (3-bromo-4,6-dichloro-5-fluoro-9H-pyrido[2,3-b]indol-8-yl)(methyl)carbamic acid tert-butyl ester